C(CCC)C1CCC(CC1)OC(N)=O carbamic acid (1s,4S)-4-butylcyclohexyl ester